2-(6-oxo-4-propyl-pyrimidin-1-yl)acetic acid methyl ester COC(CN1C=NC(=CC1=O)CCC)=O